C(C=C)(=O)NC1=CC=C(C=C1)C1=C(C(=C2N1C=C(N=C2)C)C(=O)N)C2=CC(=C(C=C2)OC2=NC=CC(=N2)C)F 6-(4-acrylamidophenyl)-7-(3-fluoro-4-((4-methylpyrimidin-2-yl)oxy)phenyl)-3-methylpyrrolo[1,2-a]pyrazine-8-carboxamide